tert-Butyl (1R,4R)-5-(4-(2-(2-aminopyridin-3-yl)-5-phenyl-3H-imidazo[4,5-b]pyridin-3-yl)benzyl)-2,5-diazabicyclo[2.2.1]heptane-2-carboxylate NC1=NC=CC=C1C1=NC=2C(=NC(=CC2)C2=CC=CC=C2)N1C1=CC=C(CN2[C@H]3CN([C@@H](C2)C3)C(=O)OC(C)(C)C)C=C1